C(CCCCCCCCCC)C1CCCCCC1 n-undecyl-cycloheptane